1-(4-(4-((2-fluoro-4-((4-(5-fluoro-6-methylpyridin-3-yl)thiazol-2-yl)oxy)phenyl)amino)pyrrolo[2,1-f][1,2,4]triazin-5-yl)piperidin-1-yl)prop-2-en-1-one FC1=C(C=CC(=C1)OC=1SC=C(N1)C=1C=NC(=C(C1)F)C)NC1=NC=NN2C1=C(C=C2)C2CCN(CC2)C(C=C)=O